4-(bis(methyl-d3)amino)but-2-en-1-onecarboxylic acid C([2H])([2H])([2H])N(CC=CC(=O)C(=O)O)C([2H])([2H])[2H]